O[C@@H]1C[C@@H](OC2=C1C=C(C=C2)C(F)(F)F)C(=O)NC21CC(C2)(C1)N1C=NC(=C1)C1CC(C1)OC(F)(F)F (2R,4R)-4-hydroxy-N-(3-{4-[(1s,3S)-3-(trifluoromethoxy)cyclobutyl]-1H-imidazol-1-yl}bicyclo[1.1.1]pentan-1-yl)-6-(trifluoromethyl)-3,4-dihydro-2H-1-benzopyran-2-carboxamide